Gamma-hydroxy-N-methyl-L-leucine OC(C[C@H](NC)C(=O)O)(C)C